C(C)(C)(C)[S@@](=O)N[C@H](C)C1=CC(=CS1)C1=C(CN(C(OC(C)(C)C)=O)C)C=CC=C1 tert-butyl (2-(5-((R)-1-(((R)-tert-butylsulfinyl)amino)ethyl)thiophen-3-yl)benzyl)(methyl)carbamate